NC1=NC=C(C=C1C=1C=C(C=C(C1)C=1C=NN(C1)C)[C@@H](C)NC(C1=C(C=CC(=C1)N1CCN(CC1)C)C)=O)Cl (R)-N-(1-(3-(2-amino-5-chloropyridin-3-yl)-5-(1-methyl-1H-pyrazol-4-yl)phenyl)ethyl)-2-methyl-5-(4-methylpiperazin-1-yl)benzamide